Tert-butyl quinazoline-2-carboxylate N1=C(N=CC2=CC=CC=C12)C(=O)OC(C)(C)C